FCCCNCC1=NN2C(C(N1C)=O)=CC=C2 (((3-fluoropropyl)amino)methyl)-3-methylpyrrolo[2,1-f][1,2,4]triazin-4(3H)-one